C(CCCCCC)C=1CCC(OC1)=O 5-Heptyl-3,4-dihydro-2H-pyran-2-one